N-(2,3-dihydro-1,4-benzoxazin-4-yl)-7-fluoro-4-(thietan-3-yl)-8-(2,3,5-trifluorophenyl)quinoline O1CCN(C2=C1C=CC=C2)N2CC=C(C1=CC=C(C(=C21)C2=C(C(=CC(=C2)F)F)F)F)C2CSC2